4-(5-(4-(4-isopropyl-4H-1,2,4-triazol-3-yl)phenyl)pyridin-3-yl)-N-(2-(pyridin-4-yl)ethyl)-1H-pyrrolo[2,3-b]pyridine-2-carboxamide C(C)(C)N1C(=NN=C1)C1=CC=C(C=C1)C=1C=C(C=NC1)C1=C2C(=NC=C1)NC(=C2)C(=O)NCCC2=CC=NC=C2